3-ethyl-aniline hydroiodide I.C(C)C=1C=C(N)C=CC1